N-benzyl-1-(naphthalen-2-yl)methanesulfonamide C(C1=CC=CC=C1)NS(=O)(=O)CC1=CC2=CC=CC=C2C=C1